COC1=CC=2N(C=C1)C(=CN2)C(=O)O 7-methoxyimidazo[1,2-a]pyridine-3-carboxylic acid